4-amino-6'-(Bis(4-methoxybenzyl)amino)-5-(ethoxycarbonyl)-3-fluoro-4'-methyl-3'-(trifluoromethyl)-[2,2'-bipyridine]-1-oxide NC=1C(=C([N+](=CC1C(=O)OCC)[O-])C1=NC(=CC(=C1C(F)(F)F)C)N(CC1=CC=C(C=C1)OC)CC1=CC=C(C=C1)OC)F